[Na+].N[C@@H](CC(=O)O)C(=O)[O-] aspartic acid monosodium salt